C(CCCCC(=O)[O-])(=O)OCCCCCC hexyl adipate